C(C)NC=1C=CC2=NN(C(C(=C2N1)C=1C=C2C(=CNC2=CC1)C#N)=O)C1=CC2=CN(N=C2C=C1)C 5-(6-(ethylamino)-2-(2-methyl-2H-indazol-5-yl)-3-oxo-2,3-dihydropyrido[3,2-c]pyridazin-4-yl)-1H-indole-3-carbonitrile